Cl.NCC#CC1=C(C(=O)OC)C=CC(=C1)NC(CCCCNC(C[C@H]1C=2N(C3=C(C(=N1)C1=CC=C(C=C1)Cl)C(=C(S3)C)C)C(=NN2)C)=O)=O methyl (S)-2-(3-aminoprop-1-yn-1-yl)-4-(5-(2-(4-(4-chlorophenyl)-2,3,9-trimethyl-6H-thieno[3,2-f][1,2,4]triazolo[4,3-a][1,4]diazepin-6-yl)acetamido)pentanamido)benzoate hydrochloride